N-(7-methoxy-4-(1-methyl-3-phenyl-1H-pyrazol-4-yl)pyrido[3,2-d]pyrimidin-6-yl)cyclopropanecarboxamide COC1=CC=2N=CN=C(C2N=C1NC(=O)C1CC1)C=1C(=NN(C1)C)C1=CC=CC=C1